N1C(=NC=C1)C1C(C1C1=CC=CC=C1)=O 2-imidazolyl-3-phenylcyclopropanone